FCC1(CC1)CO 1-(fluoromethyl)cyclopropylmethanol